ClC=1C=C2C(=CC(=NC2=CC1)C(F)(F)F)N[C@@H]1C[C@@H](CCC1)NC(C1=CC(=CC=C1)C(C)C#N)=O N-[(1R,3S)-3-{[6-chloro-2-(trifluoromethyl)quinolin-4-yl]amino}cyclohexyl]-3-(1-cyanoethyl)benzamide